3-(5-amino-7-fluoro-3-methyl-1-oxo-3,4-dihydrophthalazine-2(1H)yl)piperidine-2,6-dione NC1=C2CN(N(C(C2=CC(=C1)F)=O)C1C(NC(CC1)=O)=O)C